BrC1=NN=C(S1)C(C(=O)N)SC=1NC(C2=C(N1)N(N=C2)C2=CC=CC=C2)=O (5-bromo-1,3,4-thiadiazol-2-yl)-2-((4-oxo-1-phenyl-4,5-dihydro-1H-pyrazolo[3,4-d]pyrimidin-6-yl)thio)acetamide